C(#N)C1CC(C1)NC(=O)C=1C=NN2C1N=C(C=C2NC)NC=2C(N(C=CC2)C2=NC(=CC=C2)C)=O N-(3-cyanocyclobutyl)-5-((6'-methyl-2-oxo-2H-[1,2'-bipyridin]-3-yl)amino)-7-(methylamino)pyrazolo[1,5-a]pyrimidine-3-carboxamide